C(C)(C)(C)OC(=O)N[C@H](C(=O)[O-])CCCCCCCC(C)=O (S)-2-((tert-butoxycarbonyl) amino)-10-oxoundecanoate